OCCN1N=C(C=C1)NC1=CC(=NC=N1)NC1=CC(=C2C(=[N+]1[O-])C1(NC2=O)CCCCC1)C 2'-((6-((1-(2-hydroxyethyl)-1H-pyrazol-3-yl)amino)pyrimidin-4-yl)amino)-4'-methyl-5'-oxo-5',6'-dihydrospiro[cyclohexane-1,7'-pyrrolo[3,4-b]pyridine] 1'-oxide